4-(3-((4-chloro-2-fluorobenzyl)oxy)phenyl)-3,6-dihydropyridine-1(2H)-carboxylic acid tert-butyl ester C(C)(C)(C)OC(=O)N1CCC(=CC1)C1=CC(=CC=C1)OCC1=C(C=C(C=C1)Cl)F